N1(CCOCC1)C1=CC=C(C=C1)NC(=O)C=1NC=C(C1)C1=NC(=NC=C1C(F)(F)F)NC1CNCCC1 N-[4-(morpholin-4-yl)phenyl]-4-{2-[(piperidin-3-yl)amino]-5-(trifluoromethyl)pyrimidin-4-yl}-1H-pyrrole-2-carboxamide